CN1CCN(CC1)C2=CC=CC(=C2)C=O 3-(4-methylpiperazinyl)benzaldehyde